(3R)-4-[5-fluoro-2-(1-fluoro-3-methyl-6-{1-[(1R)-1-(piperidin-4-yl)ethyl]azetidin-3-yl}imidazo[1,5-a]pyridin-8-yl)benzoyl]-3-methylmorpholine FC=1C=CC(=C(C(=O)N2[C@@H](COCC2)C)C1)C=1C=2N(C=C(C1)C1CN(C1)[C@H](C)C1CCNCC1)C(=NC2F)C